N-[1-[5-methyl-3-(triazol-2-yl)pyrazin-2-yl]ethyl]-3,5-bis(trifluoromethyl)benzamide CC=1N=C(C(=NC1)C(C)NC(C1=CC(=CC(=C1)C(F)(F)F)C(F)(F)F)=O)N1N=CC=N1